BrC1=NN(C(=C1)C(C)(C)O)C 2-(3-bromo-1-methyl-1H-pyrazol-5-yl)propan-2-ol